(2-{2-[5'-fluoro-1'-methyl-7-(trifluoromethoxy)-[4,6'-biindazol]-1-yl]acetamido}acetamido)acetic acid FC=1C=C2C=NN(C2=CC1C=1C=2C=NN(C2C(=CC1)OC(F)(F)F)CC(=O)NCC(=O)NCC(=O)O)C